ethyl 3-(difluoromethyl)-1-methyl-1H-pyrazole-5-carboxylate FC(C1=NN(C(=C1)C(=O)OCC)C)F